1-(3-ethanesulfonylpropyl)-4-methylpiperazine C(C)S(=O)(=O)CCCN1CCN(CC1)C